FC(C1=CC=C(C=C1)C1=CC=C(C=C1)C#N)(F)F 4'-(trifluoromethyl)-[1,1'-biphenyl]-4-nitrile